OC1=CC=C(C=C1)C=CC(=O)C1=CC=C(C=C1)N1CCOCC1 3-(4-Hydroxyphenyl)-1-(4-morpholin-4-ylphenyl)prop-2-en-1-one